B(O)(O)O.C(=CC1=CC=CC=C1)N(CCO)CCO styryldiethanolamine borate